N(=[N+]=[N-])CC(C(CN=[N+]=[N-])(F)F)(F)F 1,4-Diazido-2,2,3,3-tetrafluorobutane